6-(2-((3,3-difluorocyclobutyl)(hydroxy)methyl)thieno[2,3-b]pyridine-6-yl)-3-methylpyrimidin-4(3H)-one FC1(CC(C1)C(C1=CC=2C(=NC(=CC2)C2=CC(N(C=N2)C)=O)S1)O)F